methyl 5-(3-bromophenyl)-1-methyl-1H-pyrazole-3-carboxylate BrC=1C=C(C=CC1)C1=CC(=NN1C)C(=O)OC